3-(6-ethoxynaphthalen-2-yl)-1-((1-methylpiperidin-4-yl)methyl)-1H-pyrazolo[3,4-d]pyrimidin-4-amine C(C)OC=1C=C2C=CC(=CC2=CC1)C1=NN(C2=NC=NC(=C21)N)CC2CCN(CC2)C